ClC1=CC=2C(C=C(OC2C2=C1N=C(N2C([2H])([2H])[2H])C(F)(F)F)C2CCN(CC2)C(=O)OC(C)(C)C)=O tert-butyl 4-(4-chloro-1-(methyl-d3)-6-oxo-2-(trifluoromethyl)-1,6-dihydrochromeno[7,8-d]imidazol-8-yl)piperidine-1-carboxylate